NC1=NC=2C=NC(=CC2C2=C1COC2)C(=O)N2C(CCC(C2)C)C2=CC1=C(OC3(CCC3)O1)C=C2 (4-amino-1,3-dihydrofuro[3,4-c][1,7]naphthyridin-8-yl)(5-methyl-2-(spiro[benzo[d][1,3]dioxole-2,1'-cyclobutan]-5-yl)piperidin-1-yl)methanone